N-[(4S)-chroman-4-yl]-7-fluoranyl-4-(3-fluorocyclobutyl)-8-[2,3,5-tris(fluoranyl)phenyl]quinoline-3-carboxamide O1CC[C@@H](C2=CC=CC=C12)NC(=O)C=1C=NC2=C(C(=CC=C2C1C1CC(C1)F)F)C1=C(C(=CC(=C1)F)F)F